tert-butyl (3S)-3-{5-[(tert-butoxycarbonyl)(cyclopentyl)amino]-4-cyano-3-[2-(1-cyclopropyl-6-fluoro-1,3-benzodiazol-5-yl)ethynyl]pyrazol-1-yl}pyrrolidine-1-carboxylate C(C)(C)(C)OC(=O)N(C1=C(C(=NN1[C@@H]1CN(CC1)C(=O)OC(C)(C)C)C#CC1=CC2=C(N(C=N2)C2CC2)C=C1F)C#N)C1CCCC1